CN(CCN(CCN(CCN(C)C)C)C)C 1,1,4,7,10,10-hexamethyltriethylenetetraamine